ClC=1C=CC(=C(C1)CC(=O)NC1=CCN(C=C1)C1(CCC1)C#N)O 4-[[2-(5-Chloro-2-hydroxyphenyl)acetyl]amino]-N-(1-cyanocyclobutyl)pyridin